3-methoxy-1-methyl-1H-pyrazol-4-amine COC1=NN(C=C1N)C